(4R)-6-Chloro-5-fluoro-1'-(1-(1-(quinazolin-6-yl)propyl)-1H-pyrazole-4-carbonyl)spiro[benzo[d][1,3]oxazine-4,3'-piperidin]-2(1H)-one ClC1=C(C2=C(NC(O[C@@]23CN(CCC3)C(=O)C=3C=NN(C3)C(CC)C=3C=C2C=NC=NC2=CC3)=O)C=C1)F